4-(((1S)-1-(4-chloro-8-(1-hydroxy-2,2-dimethylpropyl)-1-oxo-2-phenyl-1,2-dihydroisoquinolin-3-yl)ethyl)amino)pyrido[2,3-d]pyrimidin-5(8H)-one ClC1=C(N(C(C2=C(C=CC=C12)C(C(C)(C)C)O)=O)C1=CC=CC=C1)[C@H](C)NC=1C2=C(N=CN1)NC=CC2=O